C(C1=CC=CC=C1)OC(=O)C1=CCCCC1 cyclohex-1-ene-1-carboxylic acid benzyl ester